3-(benzylthio)-5-bromo-2-methoxypyridine C(C1=CC=CC=C1)SC=1C(=NC=C(C1)Br)OC